N1(CCCC1)P(C(C)(C)C)N1CCCC1 Bis-pyrrolidino-tert-butylphosphine